Gadolinium 2,2',2''-{10-[1-carboxy-2-{4-[2-(2-ethoxyethoxy)ethoxy]phenyl}ethyl]-1,4,7,10-tetraazacyclododecan-1,4,7-triyl}triacetat C(=O)(O)C(CC1=CC=C(C=C1)OCCOCCOCC)N1CCN(CCN(CCN(CC1)CC(=O)[O-])CC(=O)[O-])CC(=O)[O-].[Gd+3]